CS(=O)(=O)OC1CC(C1)NC(=O)OCC1=CC=CC=C1 (1S,3S)-3-(((benzyloxy)carbonyl)amino)cyclobutyl methanesulfonate